N-(3-((5-(2-chlorophenyl)-2-((1-methyl-1H-pyrazol-4-yl)amino)pyrimidin-4-yl)amino)-4-fluorophenyl)acrylamide 2,2,2-trifluoroacetate FC(C(=O)O)(F)F.ClC1=C(C=CC=C1)C=1C(=NC(=NC1)NC=1C=NN(C1)C)NC=1C=C(C=CC1F)NC(C=C)=O